3-(4-Bromo-2-chlorophenyl)piperidine-2,6-dione BrC1=CC(=C(C=C1)C1C(NC(CC1)=O)=O)Cl